N-((4-amino-2-methylpyrimidin-5-yl)methyl)-2-((1-((dimethylamino)methyl)cyclopropyl)methoxy)-7-(8-ethylnaphthalen-1-yl)-5,6,7,8-tetrahydropyrido[3,4-d]pyrimidin-4-amine NC1=NC(=NC=C1CNC=1C2=C(N=C(N1)OCC1(CC1)CN(C)C)CN(CC2)C2=CC=CC1=CC=CC(=C21)CC)C